4-(4-(6-(benzylamino)spiro[3.3]hept-2-yl)-3-oxobutyl)benzamide C(C1=CC=CC=C1)NC1CC2(CC(C2)CC(CCC2=CC=C(C(=O)N)C=C2)=O)C1